CN1CCCCC1 N-methyl-tetrahydropyridine